4-(5-(3,5-dichloro-4-fluorophenyl)-5-(trifluoromethyl)-4,5-dihydro-isoxazol-3-yl)-N-(2-ethyl-3-oxo-isoxazolidin-4-yl)-2-methylbenzamide ClC=1C=C(C=C(C1F)Cl)C1(CC(=NO1)C1=CC(=C(C(=O)NC2C(N(OC2)CC)=O)C=C1)C)C(F)(F)F